3-(4-phenoxyphenyl)-1-(1-((1-(pyrrolidin-3-ylmethyl)pyrrolidin-3-yl)methyl)piperidin-4-yl)-1H-pyrazolo(3,4-d)pyrimidin-4-amine O(C1=CC=CC=C1)C1=CC=C(C=C1)C1=NN(C2=NC=NC(=C21)N)C2CCN(CC2)CC2CN(CC2)CC2CNCC2